6-[2-[6-(2-butyloctanoyloxy)hexoxy]-3-[2-[2-[2-(2-hydroxyethoxy)ethoxy]ethoxy]ethoxy]propoxy]hexyl 2-butyloctanoate C(CCC)C(C(=O)OCCCCCCOCC(COCCOCCOCCOCCO)OCCCCCCOC(C(CCCCCC)CCCC)=O)CCCCCC